C(=C)OCCCCCCCCCCCCCCCC 1-(vinyloxy)hexadecane